NC1=CC(=NN1CC(=O)OCC)C1=CC=CC=C1 Ethyl 2-(5-amino-3-(phenyl)-1-pyrazolyl)acetate